O=C1NC(CCC1C=1C=CC(=NC1)N1CC2(CN(C2)C(=O)OC(C)(C)C)C1)=O tert-butyl 6-[5-(2,6-dioxopiperidin-3-yl)pyridin-2-yl]-2,6-diazaspiro[3.3]heptane-2-carboxylate